(1R,5S) or (1S,5R)-3-(8-cyanoquinolin-5-yl)-N-((S)-4,4-Difluoropiperidin-3-yl)-5-(trifluoromethyl)-3-azabicyclo[3.1.0]hexane-1-carboxamide hydrochloride Cl.C(#N)C=1C=CC(=C2C=CC=NC12)N1C[C@]2(C[C@]2(C1)C(F)(F)F)C(=O)N[C@H]1CNCCC1(F)F |o1:15,17|